C(#N)C=1C(=C2C(=NC1)NC=C2)NC2CN(CC2CC)C(=O)NCC(F)F 3-((5-cyano-1H-pyrrolo[2,3-b]pyridin-4-yl)amino)-N-(2,2-difluoroethyl)-4-ethylpyrrolidine-1-carboxamide